BrC1=C2CCN(CC2=CC=C1OCC1=C(N=CO1)C)C(=O)OC(C)(C)C tert-butyl 5-bromo-6-[(4-methyloxazol-5-yl)methoxy]-3,4-dihydro-1H-isoquinoline-2-carboxylate